(R)-6-fluoro-5-(1-(2-fluorophenyl)ethyl)-3-((3-(methylsulfonyl)benzyl)amino)-4H-benzo[e][1,2,4]thiadiazine 1,1-dioxide FC=1C=CC2=C(NC(=NS2(=O)=O)NCC2=CC(=CC=C2)S(=O)(=O)C)C1[C@H](C)C1=C(C=CC=C1)F